FC(OC1=NC=CC=C1N1CCNCC1)F 1-[2-(difluoromethoxy)pyridin-3-yl]piperazine